CC=1SC(=CN1)CC(=O)O (2-methyl-1,3-thiazol-5-yl)acetic acid